para-methoxyacetophenone COC1=CC=C(C=C1)C(C)=O